NCC(CC[Si](OC)(OC)OC)(C)C 4-amino-3,3-dimethyl-butyl-tri-methoxysilane